1-Cyclobutyl-N-((1,2,3,5,6,7-hexahydro-s-indacen-4-yl)carbamoyl)piperidine-4-sulfonamide, potassium salt [K].C1(CCC1)N1CCC(CC1)S(=O)(=O)NC(NC1=C2CCCC2=CC=2CCCC12)=O